tert-butyl 3-(7-(8-ethyl-3-(methoxymethoxy)naphthalen-1-yl)-8-fluoro-2-(((trifluoromethyl)sulfonyl)oxy)pyrido[4,3-d]pyrimidin-4-yl)-3,8-diazabicyclo[3.2.1]octane-8-carboxylate C(C)C=1C=CC=C2C=C(C=C(C12)C1=C(C=2N=C(N=C(C2C=N1)N1CC2CCC(C1)N2C(=O)OC(C)(C)C)OS(=O)(=O)C(F)(F)F)F)OCOC